CC1=C(OC(C(=O)O)(C)C)C(=CC(=C1)CN1N=CN(C1=O)C1=CC=C(C=C1)C)C 2-(2,6-Dimethyl-4-((5-oxo-4-(p-tolyl)-4,5-dihydro-1H-1,2,4-triazol-1-yl)Methyl)phenoxy)-2-methylpropionic acid